FC=1C=C(C(=CC1C)F)O 3,6-difluoro-4-methylphenol